C(C1=CC=CC=C1)N1N=NC2=C1C(CS(CC2(C)C)(=N)=O)(C)C 1-benzyl-6-imino-4,4,8,8-tetramethyl-1,4,5,6,7,8-hexahydro-6λ4-thiepino[4,5-d][1,2,3]triazole 6-oxide